BrC1=CC=C(C=C1)N1CCC(CC1)CN1C(C=CC=C1)=O 1-((1-(4-bromophenyl)piperidin-4-yl)methyl)pyridin-2(1H)-one